(Z)-1-(4-amino-2-fluorobut-2-en-1-yl)-4-(1-methyl-1H-pyrazol-5-yl)-1H-benzo[d][1,2,3]triazol-6-carbonitrile NC\C=C(\CN1N=NC2=C1C=C(C=C2C2=CC=NN2C)C#N)/F